N-ethyl-2-(4-(4-isopropyl-5-(8-methoxy-[1,2,4]triazolo[1,5-a]pyridin-6-yl)-1H-pyrazol-3-yl)phenyl)propan-2-amine C(C)NC(C)(C)C1=CC=C(C=C1)C1=NNC(=C1C(C)C)C=1C=C(C=2N(C1)N=CN2)OC